C(C=C)(=O)N1[C@H](CN(CC1)C1=NC(=NC=2C[C@@]3(CCC12)C=C(C1=C(C=CC=C13)Cl)C(F)F)OCC13CCCN3CCC1)CC#N 2-((S)-1-acryloyl-4-((S)-4-chloro-3-(difluoromethyl)-2'-((tetrahydro-1H-pyrrolizin-7a(5H)-yl)methoxy)-5',8'-dihydro-6'H-spiro[indene-1,7'-quinazolin]-4'-yl)piperazin-2-yl)acetonitrile